C(C)N(S(=O)(=O)NC=1C(=C(C(=O)C=2C=C3C(N(C=NC3=CC2)[C@H]2COC3(C2)CCN(CC3)C(=O)OC(C)(C)C)=O)C(=CC1)F)F)C tert-butyl (3R)-3-[6-[3-[[ethyl(methyl)sulfamoyl]amino]-2,6-difluoro-benzoyl]-4-oxo-quinazolin-3-yl]-1-oxa-8-azaspiro[4.5]decane-8-carboxylate